N=C1N(NCCN1)C(C(=O)O)C(C)C 2-(3-imino-1,2,4-triazinan-2-yl)-3-methyl-butanoic acid